(S)-dimethyl 5-(1-benzyl-3-methyl-1H-naphtho[1,8-de][1,3,2]diazaborinin-2(3H)-yl)-4,6,7-trimethyl-1,3-dihydro-2H-indene-2,2-dicarboxylate C(C1=CC=CC=C1)N1B(N(C2=C3C1=CC=CC3=CC=C2)C)C=2C(=C3CC(CC3=C(C2C)C)(C(=O)OC)C(=O)OC)C